ClC=1C(=C(C=CC1)C1(CN(C1)C(=O)OC(C)(C)C)NC=1C=C2C(N(C(C2=CC1)(C)C)CCOC)=O)C tert-butyl 3-(3-chloro-2-methylphenyl)-3-((2-(2-methoxyethyl)-1,1-dimethyl-3-oxoisoindolin-5-yl)amino)azetidine-1-carboxylate